2-((2-(2-(tert-Butyl)oxazol-5-yl)-1H-indol-5-yl)thio)acetic acid C(C)(C)(C)C=1OC(=CN1)C=1NC2=CC=C(C=C2C1)SCC(=O)O